N,N-diMethacryl-urea C(=O)(C(=C)C)N(C(=O)N)C(=O)C(=C)C